CC(CS(=O)(=N)C1=CC=C(C=C1)NC([C@H](CC1=CC=CC=C1)NC(C1=CC=C(C=C1)F)=O)=O)(C)C N-((2S)-1-(4-(2,2-dimethylpropylsulfonimidoyl)phenylamino)-1-oxo-3-phenylpropan-2-yl)-4-fluorobenzamide